C(C)(C)(C)OC(N[C@H](C)C1=C(C(=CC(=C1)F)Br)C)=O (R)-(1-(3-bromo-5-fluoro-2-methylphenyl)ethyl)carbamic acid tert-butyl ester